OC1=CC=C(C=C1)C(C=CC1=CC(=C(C=C1)OCC(C)C)OC)=O 1-(4-Hydroxyphenyl)-3-[3-methoxy-4-(2-methylpropoxy)phenyl]prop-2-en-1-one